BrCCCCCCCC(F)(F)F 8-bromo-1,1,1-trifluorooctane